2-(2-((5-(1-aminoisoquinolin-5-yl)-1-cyclohexyl-1H-indazol-3-yl)methoxy)phenyl)acetic acid NC1=NC=CC2=C(C=CC=C12)C=1C=C2C(=NN(C2=CC1)C1CCCCC1)COC1=C(C=CC=C1)CC(=O)O